CC=1C(=CC=C2C(=CC(OC12)=O)N)OC(C(CCC)Br)=O 8-methyl-4-amino-7-(2-bromopentanoyloxy)coumarin